N1=CC=C2N1CCCN2C=2C=NC=1CCN(CC1C2)C=2C(=C(C=1N(N2)C=NN1)C)C 3-(6,7-dihydropyrazolo[1,5-a]pyrimidin-4(5H)-yl)-6-(7,8-dimethyl-[1,2,4]triazolo[4,3-b]pyridazin-6-yl)-5,6,7,8-tetrahydro-1,6-naphthyridine